C1(CC1)C1=CC(=C(C=C1)NC1=C2C(=NC(=C1)NC1=CN=CC(=N1)C#N)NN(C2=O)C)S(=O)(=O)C 6-((4-((4-cyclopropyl-2-(methylsulfonyl)phenyl)amino)-2-methyl-3-oxo-2,3-dihydro-1H-pyrazolo[3,4-b]pyridin-6-yl)amino)pyrazine-2-carbonitrile